ethyl (2-(N-(2,4-dimethoxyphenyl)propiolamido)-2-(thiophen-2-yl)acetyl)glycinate COC1=C(C=CC(=C1)OC)N(C(C#C)=O)C(C(=O)NCC(=O)OCC)C=1SC=CC1